C1(CC1)C=1N=NN(C1)[C@H](C(=O)N1[C@@H](C[C@H](C1)O)C(=O)N[C@H]1[C@@H](NC(CC1)=O)C=1C=NN(C1)C)C(C)(C)C (2S,4r)-1-[(2S)-2-(4-cyclopropyl-triazol-1-yl)-3,3-dimethyl-butyryl]-4-hydroxy-N-[(2S,3r)-2-(1-methylpyrazol-4-yl)-6-oxo-3-piperidinyl]pyrrolidine-2-carboxamide